3-(5-((4-(4'-chloro-5,5-dimethyl-3,4,5,6-tetrahydro-[1,1'-biphenyl]-2-carbonyl)piperazin-1-yl)methyl)-7-fluoro-1-oxoisoindolin-2-yl)piperidine-2,6-dione ClC1=CC=C(C=C1)C1=C(CCC(C1)(C)C)C(=O)N1CCN(CC1)CC=1C=C2CN(C(C2=C(C1)F)=O)C1C(NC(CC1)=O)=O